(1S,3S)-3-((2-(5-(((Benzyl(methyl)carbamoyl)oxy)methyl)-1-methyl-1H-pyrazol-4-yl)-4-methylpyrimidin-5-yl)oxy)cyclohexan C(C1=CC=CC=C1)N(C(=O)OCC1=C(C=NN1C)C1=NC=C(C(=N1)C)OC1CCCCC1)C